CC=1SC2=C(N1)C=C(C(=C2)NC2=NC=C1N(C(N(C1=N2)CC2CCOCC2)=O)C)C 2-((2,5-dimethylbenzo[d]thiazol-6-yl)amino)-7-methyl-9-((tetrahydro-2H-pyran-4-yl)methyl)-7,9-dihydro-8H-purin-8-one